CN(CCN(C)P(C1=CC=CC=C1)C1=CC=CC=C1)C (2-(dimethylamino)ethyl-(methyl)amino)diphenylphosphine